(S)-1-(3-(4-amino-3-iodo-1H-pyrazolo[3,4-d]pyrimidin-1-yl)pyrrolidin-1-yl)propan NC1=C2C(=NC=N1)N(N=C2I)[C@@H]2CN(CC2)CCC